2-(benzyloxy)-7-(1,4-diazabicyclo[3.2.2]nonan-4-yl)dibenzo[b,d]thiophene 5,5-dioxide C(C1=CC=CC=C1)OC1=CC2=C(S(C3=C2C=CC(=C3)N3CCN2CCC3CC2)(=O)=O)C=C1